ClC1=NC(=CC(=C1)C1(CN(CCO1)C(=O)OCCCC)C)B1OC(C(O1)(C)C)(C)C butyl 2-(2-chloro-6-(4,4,5,5-tetramethyl-1,3,2-dioxaborolan-2-yl)pyridin-4-yl)-2-methylmorpholine-4-carboxylate